tert-Butyl 5-chloro-3-(4-(4-methylpiperazin-1-yl)phenyl)-1H-pyrazolo[3,4-c]pyridine-1-carboxylate ClC=1C=C2C(=CN1)N(N=C2C2=CC=C(C=C2)N2CCN(CC2)C)C(=O)OC(C)(C)C